tri(tetradecyl) phosphate P(=O)(OCCCCCCCCCCCCCC)(OCCCCCCCCCCCCCC)OCCCCCCCCCCCCCC